tert-butyl (R)-4-(N-ethyl-N-(2,2,2-trifluoro-1-(4-fluorophenyl)ethyl)sulfamoyl)-1H-pyrrolo[2,3-b]pyridine-1-carboxylate C(C)N(S(=O)(=O)C1=C2C(=NC=C1)N(C=C2)C(=O)OC(C)(C)C)[C@@H](C(F)(F)F)C2=CC=C(C=C2)F